Methyl 3-((1H-indazole-3-carboxamido)methyl)-5-benzyl-4,5-dihydroisoxazole-5-carboxylate N1N=C(C2=CC=CC=C12)C(=O)NCC1=NOC(C1)(C(=O)OC)CC1=CC=CC=C1